Cl.NC1(CCC1)C(=O)NC=1C=NC(=C(C1)C(F)(F)F)C#N 1-amino-N-(6-cyano-5-trifluoromethylpyridin-3-yl)cyclobutylcarboxamide hydrochloride